C(C)OC(=O)C=1C=C(C=C2C1N=C(S2)C[C@@H]([C@@H](C2=CC(=C(C=C2)C=O)OC)O[Si](C)(C)C(C)(C)C)OC2CCCC2)OC.OCC2C1=CC=CC=C1C=1C=CC=NC21 9-hydroxymethyl-azafluorene ethyl-2-[(2s,3r)-3-[tert-butyl-(dimethyl)silyl]oxy-2-(cyclopentyloxy)-3-(4-formyl-3-methoxy-phenyl)propyl]-6-methoxy-1,3-benzothiazole-4-carboxylate